NCC1=NC(=NC=C1)N(CC1=CC=C(C=C1)OC)CC1=CC=C(C=C1)OC (aminomethyl)-N,N-bis(4-methoxybenzyl)pyrimidin-2-amine